C12C3CC4=CC=CC=C4CC3C(C=C1)C2 tetracyclo[10.2.1.02,11.04,9]pentadec-4,6,8,13-tetraene